BrC=1SC(=CN1)[C@H](C)NC(=O)C1=CC(=NN1C)C(F)(F)F (S)-N-(1-(2-bromothiazol-5-yl)ethyl)-1-methyl-3-(trifluoromethyl)-1H-pyrazole-5-carboxamide